(4S)-5-amino-4-(5-(5-cyano-4-methyl-6-(methylamino)pyridin-2-yl)-3-methyl-1-oxoisoindolin-2-yl)-5-oxopentanoic acid tert-butyl ester C(C)(C)(C)OC(CC[C@@H](C(=O)N)N1C(C2=CC=C(C=C2C1C)C1=NC(=C(C(=C1)C)C#N)NC)=O)=O